ClC1=C(C=CC=C1C1=C(C(=NC=C1)C1=NC(=C(C=C1)CNC[C@H](C)O)OC)Cl)NC(=O)C=1C(N(C(N(C1)C)=O)C)=O (S)-N-(2-Chloro-3-(3-chloro-5'-(((2-hydroxypropyl)amino)methyl)-6'-methoxy-[2,2'-bipyridin]-4-yl)phenyl)-1,3-dimethyl-2,4-dioxo-1,2,3,4-tetrahydropyrimidine-5-carboxamide